3-(4-chlorophenyl)-2-[(1S)-1-(4-chlorophenyl)ethyl]-3-[(4-hydroxyoxolan-3-yl)oxy]-6-(prop-1-en-2-yl)-2,3-dihydro-1H-isoindol-1-one ClC1=CC=C(C=C1)C1(N(C(C2=CC(=CC=C12)C(=C)C)=O)[C@@H](C)C1=CC=C(C=C1)Cl)OC1COCC1O